(2-methoxybenzo[b]thiophen-3-yl) borate B(OC=1C2=C(SC1OC)C=CC=C2)([O-])[O-]